4-(5-(4,4-difluoropiperidine-1-carbonyl)-1H-pyrrolo[2,3-b]pyridin-1-yl)picolic acid FC1(CCN(CC1)C(=O)C=1C=C2C(=NC1)N(C=C2)C2=CC(=NC=C2)C(=O)O)F